N-[2,4-difluoro-3-[1-(1H-imidazol-2-yl)imidazo[1,5-a]pyridin-6-yl]phenyl]-5-fluoro-2-methylpyridine-3-sulfonamide FC1=C(C=CC(=C1C=1C=CC=2N(C1)C=NC2C=2NC=CN2)F)NS(=O)(=O)C=2C(=NC=C(C2)F)C